3-methoxy-pyridine COC=1C=NC=CC1